8-bromo-1-chloro-3-methylimidazo[1,5-a]quinoxaline BrC1=CC=C2N=CC=3N(C2=C1)C(=NC3C)Cl